Cl.F[C@@H]1C[C@@H](NC1)C(=O)OC Methyl (2R,4R)-4-fluoropyrrolidine-2-carboxylate hydrochloride